O=C1N(CCC(N1)=O)C1CN(C1)C1=CC=C(C=N1)C(=O)O 6-[3-(2,4-Dioxohexahydropyrimidin-1-yl)azetidin-1-yl]pyridine-3-carboxylic acid